5-acetyl-N,1-bis(4-ethoxyphenyl)-2-methyl-6-oxo-1,6-dihydropyridine-3-carboxamide C(C)(=O)C1=CC(=C(N(C1=O)C1=CC=C(C=C1)OCC)C)C(=O)NC1=CC=C(C=C1)OCC